(R)-N-((1-Cyanopyrrolidin-3-yl)methyl)-2-phenyl-1H-imidazole-5-carboxamide C(#N)N1C[C@H](CC1)CNC(=O)C1=CN=C(N1)C1=CC=CC=C1